Methyl {p-[(1-{(S)-2-[(S)-3-isobutyl-2-oxo-1-piperazinyl]-4-methylvaleryl}-4-piperidyl)meth-oxy]phenyl}acetate C(C(C)C)[C@H]1C(N(CCN1)[C@H](C(=O)N1CCC(CC1)COC1=CC=C(C=C1)CC(=O)OC)CC(C)C)=O